Ethyl (S)-3-(3-(4-Hydroxy-1,6-dimethyl-2-oxo-1,2-dihydropyridin-3-yl)ureido)-3-(2'-methylbiphenyl-3-yl)propanoat OC1=C(C(N(C(=C1)C)C)=O)NC(N[C@@H](CC(=O)OCC)C=1C=C(C=CC1)C1=C(C=CC=C1)C)=O